o-phenylethynyl-aniline C1(=CC=CC=C1)C#CC1=C(N)C=CC=C1